(S)-3-(6-cyclopropyl-4-(cyclopropylfluoro(4-methyl-4H-1,2,4-triazol-3-yl)methyl)pyridin-2-yl)-8-methyl-6-(((R)-2-methylmorpholinyl)methyl)-4H-chromen-4-one C1(CC1)C1=CC(=CC(=N1)C1=COC2=C(C=C(C=C2C1=O)CN1C[C@H](OCC1)C)C)[C@@](C1=NN=CN1C)(F)C1CC1